tert-butyl 2-bromo-2-(3-chloro-1-methyl-1H-indazol-7-yl)acetate BrC(C(=O)OC(C)(C)C)C=1C=CC=C2C(=NN(C12)C)Cl